C(C)C=1C2(C=CC(O2)C)C(CCC1)(C)C 6-ethyl-2,10,10-trimethyl-1-oxaspiro[4.5]deca-3,6-diene